ClC1=C(C=C2C=C(N=CC2=C1)NC(=O)[C@@H]1[C@H](C1)C1OCCC1)C1CCN(CC1)[C@@]1(COC[C@@H]1O)C (1S,2S)-N-(7-chloro-6-(1-((3R,4R)-4-hydroxy-3-methyltetrahydrofuran-3-yl)piperidin-4-yl)isoquinolin-3-yl)-2-(tetrahydrofuran-2-yl)cyclopropane-1-carboxamide